ClC(CCCCC(=O)[O-])CCCl.[Na+] sodium 6,8-dichlorooctanoate